2-(benzo[d]oxazole-5-carboxamido)-3-(4-(3-(5,6,7,8-tetrahydro-1,8-naphthyridin-2-yl)propoxy)phenyl)propanoic acid O1C=NC2=C1C=CC(=C2)C(=O)NC(C(=O)O)CC2=CC=C(C=C2)OCCCC2=NC=1NCCCC1C=C2